1-(3,5-di-tert-butylphenyl)-1H-1,2,4-triazole C(C)(C)(C)C=1C=C(C=C(C1)C(C)(C)C)N1N=CN=C1